ClC1=C(OC2=NC3=CC=C(C=C3C=C2)N2C(OC3=C(C2=O)N=CC=C3OC)=S)C=CC=C1 3-(2-(2-chlorophenoxy)quinolin-6-yl)-8-methoxy-2-thioxo-2,3-dihydro-4H-pyrido[2,3-e][1,3]oxazin-4-one